C12(CC(C1)C2)NC([C@H](CC2CCCC2)NC(=O)C=2SC(=CC2)[C@H](C)N(C)C=2C=NC=C(C2)Cl)=O (2S)-N-{bicyclo[1.1.1]pentan-1-yl}-2-({5-[(1S)-1-[(5-chloropyridin-3-yl)(methyl)amino]ethyl]thiophen-2-yl}formamido)-3-cyclopentylpropanamide